1-Fluoro-3-butene-1,4-sultone FC1CC=COS1(=O)=O